C(#N)C=1C=C(C(=NC1N1N=CC=N1)C)NC(=O)C=1C=NN(C1C(F)(F)F)C1=CN=CC2=C(C=CC=C12)F N-(5-Cyano-2-methyl-6-(2H-1,2,3-triazol-2-yl)pyridin-3-yl)-1-(8-fluoroisochinolin-4-yl)-5-(trifluoromethyl)-1H-pyrazol-4-carboxamid